FC=1C=NC(=CN1)Br 3-fluoro-6-bromopyrazine